[N+](=O)(O)[O-].SCCCCCCCCCCN1CN(C=C1)C 1-(10-mercaptodecyl)-3-methylimidazole nitrate